(S)-6-(((5-chloropyridin-2-yl)methyl)(methyl)amino)-2-((R)-2-(4-fluorophenyl)-2-methoxyethyl)-N-hydroxyhexanamide ClC=1C=CC(=NC1)CN(CCCC[C@H](C(=O)NO)C[C@@H](OC)C1=CC=C(C=C1)F)C